O[C@H]1[C@H](N(C(C1)=O)C(=O)OC(C)(C)C)C tert-butyl (2R,3R)-3-hydroxy-2-methyl-5-oxo-pyrrolidine-1-carboxylate